C\C(=C/COC(\C=C\C1=CC(=C(C=C1)O)OC)=O)\CCC=C(C)C (2E)-3-(4-hydroxy-3-methoxyphenyl)-2-propenoic acid (2E)-3,7-dimethyl-2,6-octadien-1-yl ester